BrC=1C(=NC(=NC1)C)C(F)F 5-bromo-4-(difluoromethyl)-2-methylpyrimidine